CC(CCC=C)=CCC 5-methyl-1,5-octadiene